O=C(C(C)OCCN1N=NC(=C1)CNC(CCCCC1SCC2NC(NC21)=O)=O)C=O N-((1-(2-((3,4-dioxobutan-2-yl)oxy)ethyl)-1H-1,2,3-triazol-4-yl)methyl)-5-(2-oxohexahydro-1H-thieno[3,4-d]imidazol-4-yl)pentanamide